Cl.CN(C1CNC1)C N,N-dimethylazetidin-3-amine hydrochloric acid salt